2-[6-(4-propyl-4H-1,2,4-triazol-3-yl)pyridin-2-yl]-2,3-dihydro-1H-pyrrolo[3,4-c]pyridin-1-one C(CC)N1C(=NN=C1)C1=CC=CC(=N1)N1CC=2C=NC=CC2C1=O